4-(3-(trans-4-(2-bromoethoxy)cyclohexyl)-4,4-dimethyl-5-oxo-2-thioxoimidazolidin-1-yl)-2-chlorobenzonitrile BrCCO[C@@H]1CC[C@H](CC1)N1C(N(C(C1(C)C)=O)C1=CC(=C(C#N)C=C1)Cl)=S